C(#N)C1(CC1)NC(=O)C1=CC=C(C=N1)COC1=CC=CC(=N1)C1=CC(=C(CC2=NC3=C(N2C[C@H]2OCC2)C=C(C=C3)C(=O)O)C=C1F)F (S)-2-(4-(6-((6-((1-cyanocyclopropyl)carbamoyl)pyridin-3-yl)methoxy)pyridin-2-yl)-2,5-difluorobenzyl)-1-(oxetan-2-ylmethyl)-1H-benzo[d]imidazole-6-carboxylic acid